Cl.N[C@H]1CN(CCC1)C(=O)NC1=NC(N(C=C1)C1=CC=C(C=C1)CN1CCC(CC1)N)=O (R)-3-Amino-N-(1-(4-((4-aminopiperidin-1-yl)methyl)phenyl)-2-oxo-1,2-dihydropyrimidin-4-yl)piperidine-1-carboxamide hydrochloride salt